(2S,3R)-3-[(cyclopropanesulfonyl)amino]-4,4-difluoro-N,N-dimethyl-2-[(2,3',5'-trifluoro[1,1'-biphenyl]-3-yl)methyl]pyrrolidine-1-carboxamide C1(CC1)S(=O)(=O)N[C@@H]1[C@@H](N(CC1(F)F)C(=O)N(C)C)CC=1C(=C(C=CC1)C1=CC(=CC(=C1)F)F)F